ortho-Phenyl-anisol C1(=CC=CC=C1)C1=C(C=CC=C1)OC